1-(thien-2-yl)-3,4-dihydroisoquinoline S1C(=CC=C1)C1=NCCC2=CC=CC=C12